CC(=O)N[C@@H]1[C@H]([C@@H]([C@H](O[C@@H]1OP(=O)(O)O)CO)O)O The molecule is a 2-acetamido-2-deoxy-D-glucopyranose 1-phosphate having alpha-configuration at the anomeric centre. It has a role as a human metabolite and a Saccharomyces cerevisiae metabolite. It derives from an alpha-D-glucosamine 1-phosphate. It is a conjugate acid of a N-acetyl-alpha-D-glucosamine 1-phosphate(2-).